ICCN1N=C2C=C(C(=CC2=C1)NC(=O)C=1C=NN2C1N=CC=C2)OC N-[2-(2-iodoethyl)-6-methoxy-indazol-5-yl]pyrazolo[1,5-a]pyrimidine-3-carboxamide